3-(3-isopropyl-phenyl)-butanal C(C)(C)C=1C=C(C=CC1)C(CC=O)C